C(CCCCC)OC(\C(=C(/C(=O)OCCCCCC)\C)\C)=O 2,3-dimethylmaleic acid di-n-hexyl ester